diethyl 6-(2-ethoxycarbonyl-2-oxoethyl)-5-nitro-8-fluoroquinoline-2,4-dicarboxylate C(C)OC(=O)C(CC=1C(=C2C(=CC(=NC2=C(C1)F)C(=O)OCC)C(=O)OCC)[N+](=O)[O-])=O